[Si](C)(C)(C(C)(C)C)O[C@H]1C[C@@H](OC1=C)N1C(NC(C=C1)=O)=O 1-((2R,4S)-4-((tert-butyldimethylsilyl)oxy)-5-methylenetetrahydrofuran-2-yl)pyrimidine-2,4(1H,3H)-dione